2-(4-cyclopropyl-6-methoxypyrimidin-5-yl)-7-(4-(5-methyl-3-(trifluoromethyl)-1H-pyrazol-1-yl)benzyl)benzo[d]oxazole C1(CC1)C1=NC=NC(=C1C=1OC2=C(N1)C=CC=C2CC2=CC=C(C=C2)N2N=C(C=C2C)C(F)(F)F)OC